2-[6-[(2S)-2-(hydroxymethyl)morpholin-4-yl]-4-methyl-pyridazin-3-yl]-3,5-dimethyl-phenol OC[C@@H]1CN(CCO1)C1=CC(=C(N=N1)C1=C(C=C(C=C1C)C)O)C